2,4-dichloro-5-cyclopentyl-pyrimidine ClC1=NC=C(C(=N1)Cl)C1CCCC1